C1(CCCC1)N1C(C=CC2=C1N=C(N=C2)NC2CCN(CC2)S(=O)(=O)C=2C=C(OC1CN(C1)CC=1C=C3C(N(C(C3=CC1)=O)C1C(NC(CC1)=O)=O)=O)C=CC2)=O 5-((3-(3-((4-((8-cyclopentyl-7-oxo-7,8-dihydropyrido[2,3-d]pyrimidin-2-yl)amino)piperidin-1-yl)sulfonyl)phenoxy)azetidin-1-yl)methyl)-2-(2,6-dioxopiperidin-3-yl)isoindoline-1,3-dione